(1-(2,6-dioxopiperidin-3-yl)-2-oxo-1,2-dihydrobenzo[cd]indol-4-yl)methyl(3-(difluoromethoxy)-4-(2-(2-(methylamino)ethoxy)ethyl)phenyl)carbamate hydrochloride Cl.O=C1NC(CCC1N1C(C2=C3C(C=CC=C13)=CC(=C2)OC(N(C2=CC(=C(C=C2)CCOCCNC)OC(F)F)C)=O)=O)=O